ClC1=C(C=C(C(=C1)F)[N+](=O)[O-])NC1=NC=CC(=N1)C1=CN(C2=CC=CC=C12)C N-(2-chloro-4-fluoro-5-nitrophenyl)-4-(1-methyl-1H-indol-3-yl)pyrimidin-2-amine